C1(CC1)N(C(OCC1C2=CC=CC=C2C=2C=CC=CC12)=O)CC1CN(C1)C(C1=C(C=CC(=C1)CC1=NNC(C2=CC=CC=C12)=O)F)=O (9H-fluorene-9-yl)methyl cyclopropyl([1-(2-fluoro-5-[(4-oxo-3,4-dihydrophthalazin-1-yl)methyl]benzoyl)azetidin-3-yl]methyl)carbamate